[5-(7-Aminoheptyl)-3-methyl-2-oxo-1,3-benzodiazol-1-yl]piperidine-2,6-dione hydrochloride Cl.NCCCCCCCC1=CC2=C(N(C(N2C)=O)N2C(CCCC2=O)=O)C=C1